NC(CC(=O)O)CN=[N+]=[N-] 3-amino-4-azidobutyric acid